S1C=NC2=C1C=CC=C2 1,3-benzothiazol